FC=C(C(C(C(F)(F)F)(F)F)(F)F)F 1,2,3,3,4,4,5,5,5-nonafluoro-1-pentene